OC[C@@H](C1=CC(=CC=C1)OC(F)(F)F)NC(OC(C)(C)C)=O tert-butyl (R)-(2-hydroxy-1-(3-(trifluoromethoxy)phenyl)ethyl)carbamate